FC(C)(F)C=1OC(=NN1)N1[C@H](C2=C(CC1)NC=N2)C2=NN1C(C(=CC=C1)C(C)C)=C2 (R)-2-(1,1-difluoroethyl)-5-(4-(4-isopropylpyrazolo[1,5-a]pyridin-2-yl)-1,4,6,7-tetrahydro-5H-imidazo[4,5-c]pyridin-5-yl)-1,3,4-oxadiazole